CC1=C(C(=CC(C1)(C)C)C)C 1,2,3,5,5-pentamethyl-1,3-cyclohexadiene